C1(CCCC1)CC(=O)N1CC=2C=CC(=NC2CC1)C=1C=NC=C(C1)C 2-cyclopentyl-1-(2-(5-methylpyridin-3-yl)-7,8-dihydro-1,6-naphthyridin-6(5H)-yl)ethan-1-one